C(C)(C)(C)OC(=O)N1CCC(CC1)(C)C(N[C@H](C(=O)OC)CCCCCCCC1=NC=2NCCCC2C=C1)=O (S)-4-((1-methoxy-1-oxo-9-(5,6,7,8-tetrahydro-1,8-naphthyridin-2-yl)nonane-2-yl)carbamoyl)-4-methylpiperidine-1-carboxylic acid tert-butyl ester